BrC=1C=CC(=C(C1)O)C=1N=NC(=CN1)N(C)[C@H]1[C@H]([C@@H]2CC[C@H](C1)N2)F |r| (+-)-5-bromo-2-(6-(((1S,2S,3R,5R)-2-fluoro-8-azabicyclo[3.2.1]oct-3-yl)(methyl)amino)-1,2,4-triazin-3-yl)phenol